CC1C=C(CCN1C(=O)OC(C)(C)C)B1OC(C(O1)(C)C)(C)C tert-butyl 6-methyl-4-(4,4,5,5-tetramethyl-1,3,2-dioxaborolan-2-yl)-3,6-dihydropyridine-1(2H)-carboxylate